O1N=CC2=C1C=CC=C2 1,2-benzoisoxazol